methyl 5-benzylsulfanyl-3-cyclopropyl-7-(2-trimethylsilylethoxymethyl)-6,8-dihydrocyclopenta[g]isoquinoline-7-carboxylate C(C1=CC=CC=C1)SC1=C2C=C(N=CC2=CC2=C1CC(C2)(C(=O)OC)COCC[Si](C)(C)C)C2CC2